(5'S,7a'R)-5'-(3,5-difluorophenyl)-1-(3-fluoropyridine-2-carbonyl)tetrahydro-3'H-spiro[piperidine-4,2'-pyrrolo[2,1-b]-[1,3]oxazol]-3-one FC=1C=C(C=C(C1)F)[C@@H]1CC[C@H]2OC3(CN21)C(CN(CC3)C(=O)C3=NC=CC=C3F)=O